ethyl 5-(4-(1-acetyl-1,2,3,6-tetrahydropyridin-4-yl)phenyl)-2-(4-methoxybenzyl)-2H-1,2,3-triazole-4-carboxylate C(C)(=O)N1CCC(=CC1)C1=CC=C(C=C1)C=1C(=NN(N1)CC1=CC=C(C=C1)OC)C(=O)OCC